4-Methoxybenzyl mercaptan COC1=CC=C(CS)C=C1